C(C)OC(=O)C1C(C(N(CC1)CC1=CC=CC=C1)(C)C)=O.ONC(C1=CC=C(C=C1)CN1C(N(C(C2=CC=CC=C12)=O)C1CCN(CC1)C)=O)=O N-hydroxy-4-((3-(1-methylpiperidin-4-yl)-2,4-dioxo-3,4-dihydroquinazolin-1(2H)-yl)methyl)benzamide ethyl-1-benzyl-2,2-dimethyl-3-oxopiperidine-4-carboxylate